N-(2-fluorophenyl)-4-((1-methyl-2-oxo-1,2-dihydroquinolin-4-yl)oxy)butanamide FC1=C(C=CC=C1)NC(CCCOC1=CC(N(C2=CC=CC=C12)C)=O)=O